CC=1N(C2=C(N1)SC(=C2)C(=O)OCC)COCC[Si](C)(C)C ethyl 2-methyl-1-((2-(trimethylsilyl) ethoxy) methyl)-1H-thieno[2,3-d]imidazole-5-carboxylate